FC(C1=CC=C(C=N1)NC1=NC=CC=C1C=1CCN(CC1)C(=O)OC(C)(C)C)(F)F tert-butyl 2-((6-(trifluoromethyl)pyridin-3-yl)amino)-3',6'-dihydro-[3,4'-bipyridine]-1'(2'H)-carboxylate